Bicyclo[2.2.2]oct-2-ene-2,3-dicarboxylic acid diethyl ester C(C)OC(=O)C=1C2CCC(C1C(=O)OCC)CC2